N=1N=CN(C1)N=CC1=CC=[NH+]C=C1 4-[(4H-1,2,4-triazol-4-yl)iminomethyl]pyridinium